5-allyltetrahydrofuran-3-yl 4-nitrobenzoate [N+](=O)([O-])C1=CC=C(C(=O)OC2COC(C2)CC=C)C=C1